Tert-butyl (1-(4-(2-(2-aminopyridin-3-yl)-3H-imidazo[4,5-b]pyridin-3-yl)benzyl)piperidin-4-yl)carbamate NC1=NC=CC=C1C1=NC=2C(=NC=CC2)N1C1=CC=C(CN2CCC(CC2)NC(OC(C)(C)C)=O)C=C1